2,4,8,10-Tetra-tert.-butyl-6-((3,3',5,5'-tetra-tert.-butyl-2'-(((4R,5R)-4,5-diphenyl-1,3,2-dioxaphospholan-2-yl)oxy)-[1,1'-biphenyl]-2-yl)oxy)dibenzo[d,f][1,3,2]dioxaphosphepine C(C)(C)(C)C1=CC2=C(OP(OC3=C2C=C(C=C3C(C)(C)C)C(C)(C)C)OC3=C(C=C(C=C3C(C)(C)C)C(C)(C)C)C3=C(C(=CC(=C3)C(C)(C)C)C(C)(C)C)OP3O[C@@H]([C@H](O3)C3=CC=CC=C3)C3=CC=CC=C3)C(=C1)C(C)(C)C